2-[4-(difluoromethoxy)phenyl]-N-[3-(1,1-difluoropropyl)phenyl]-6-methyl-pyridine-4-carboxamide FC(OC1=CC=C(C=C1)C1=NC(=CC(=C1)C(=O)NC1=CC(=CC=C1)C(CC)(F)F)C)F